(S)-(4-(1H-pyrrolo[2,3-b]pyridin-4-yl)-3,4-dihydro-2H-1,4-thiazin-6-yl)(3-aminopiperidin-1-yl)methanone hydrochloride Cl.N1C=CC=2C1=NC=CC2N2CCSC(=C2)C(=O)N2C[C@H](CCC2)N